Cl.C1(CC1)C#CC=1C=C(C=CC1)S(=O)(=O)N1C=C(C=C1C1=C(C=CC=C1)F)N(C)C (1-((3-(cyclopropylethynyl)phenyl)sulfonyl)-5-(2-fluorophenyl)-1H-pyrrol-3-yl)-N-methyl-methylamine hydrochloride